(2R,4R)-6-chloro-N-{3-[2-(4-chloro-3-fluorophenoxy)acetamido]bicyclo[1.1.1]pentan-1-yl}-7-fluoro-4-hydroxy-3,4-dihydro-2H-1-benzopyran-2-carboxamide ClC=1C(=CC2=C([C@@H](C[C@@H](O2)C(=O)NC23CC(C2)(C3)NC(COC3=CC(=C(C=C3)Cl)F)=O)O)C1)F